ClC=1C=C(C=CC1F)NC(N(CCC)CC1=CN=C(C2=CC=CC=C12)OC)=O 3-(3-chloro-4-fluorophenyl)-1-((1-methoxyisoquinolin-4-yl)methyl)-1-propylurea